C1(=CC=CC=C1)C=1N=C(SC1)N1CCC(CC1)NC(C1=C(C=C(C=C1)C(F)(F)F)NS(=O)(=O)C=1C=NC=CC1)=O N-(1-(4-phenylthiazol-2-yl)piperidin-4-yl)-2-(pyridine-3-sulfonylamino)-4-(trifluoromethyl)benzamide